2-chloro-4-[(4-methoxyphenyl)methoxy]pyrido[2,3-d]pyrimidine ClC=1N=C(C2=C(N1)N=CC=C2)OCC2=CC=C(C=C2)OC